4-(2-chlorophenyl)pyrimidine-5-carboxylic acid ClC1=C(C=CC=C1)C1=NC=NC=C1C(=O)O